ClC1=C(C=C(C=C1)Cl)C(=O)N1CCC(CC1)CCCCNC(=O)C=1C=CC=2N(C1)C=CN2 N-(4-{1-[(2,5-dichlorophenyl)carbonyl]piperidin-4-yl}butyl)imidazo[1,2-a]pyridine-6-carboxamide